1-(4-aminobenzyl)-N,N-dimethylpyrrolidin-3-amine NC1=CC=C(CN2CC(CC2)N(C)C)C=C1